5-(4-(Hexyloxy)-1,2,5-thiadiazol-3-yl)-1-methyl-1-(1-(2-(2-(propionyloxy)phenyl)acetoxy)ethyl)-1,2,3,6-tetrahydropyridin-1-ium iodide [I-].C(CCCCC)OC=1C(=NSN1)C1=CCC[N+](C1)(C(C)OC(CC1=C(C=CC=C1)OC(CC)=O)=O)C